CN(C(=O)C1=CC=C(C=C1)C1=CC=2C(=NC=CC2S1)N(C(C1=C(C=C(C=C1)C=1N=NN(C1)C)F)=O)[C@H]1CNCCC1)C (R)-N-(2-(4-(dimethylcarbamoyl)phenyl)thieno[3,2-c]pyridin-4-yl)-2-fluoro-4-(1-methyl-1H-1,2,3-triazol-4-yl)-N-(piperidin-3-yl)benzamide